CC(C)NC[C@H](C1=CC(=CC(=C1)O)O)O The molecule is a 5-[1-hydroxy-2-(isopropanylamino)ethyl]benzene-1,3-diol that is the (S)-enantiomer of orciprenaline. It is a conjugate base of a (S)-orciprenaline(1+). It is an enantiomer of a (R)-orciprenaline.